3-hydroxyoctadecanoat OC(CC(=O)[O-])CCCCCCCCCCCCCCC